COC1=C(CN2C(N(CCC2=O)C=2C=NN3C2C=C(C=C3)CC3(C[C@@H](N(CC3)C(=O)OC(C)(C)C)C)F)=O)C=CC(=C1)OC tert-butyl (2S)-4-((3-(3-(2,4-dimethoxybenzyl)-2,4-dioxotetrahydropyrimidin-1(2H)-yl) pyrazolo[1,5-a]pyridin-5-yl)methyl)-4-fluoro-2-methylpiperidine-1-carboxylate